FC=1C=CC=2C[C@@H](C2C1)N1C(=NOC1=O)C1=NON=C1OC1CN(C1)C(CO)=O (S)-4-(4-fluorobicyclo[4.2.0]octa-1(6),2,4-trien-7-yl)-3-(4-((1-(2-hydroxyacetyl)azetidin-3-yl)oxy)-1,2,5-oxadiazol-3-yl)-1,2,4-oxadiazol-5(4H)-one